platinum(IV) fluoride [Pt](F)(F)(F)F